3-Chloro-2-fluoro-benzoic acid [(2R)-3-(3-ethyl-4-oxo-spiro[6,8-dihydro-5H-pyrazolo[4,3-c]azepin-7,4'-tetrahydropyran]-1-yl)-2-methyl-propyl] ester C(C)C1=NN(C2=C1C(NCC1(CCOCC1)C2)=O)C[C@H](COC(C2=C(C(=CC=C2)Cl)F)=O)C